CN(C(=O)C1CN(CC1C1=C(C2=C(NC(=N2)[C@H](C2CCC(CC2)C)NC(=O)C=2C(=NOC2)CC)C=C1)F)C(=O)OC(C)(C)C)C tert-Butyl 3-(dimethylcarbamoyl)-4-(2-{(S)-[(3-ethylisoxazole-4-carbonyl)amino](4-methylcyclohexyl)methyl}-4-fluoro-1H-benzimidazol-5-yl)pyrrolidine-1-carboxylate